Octylpalmitat C(CCCCCCC)OC(CCCCCCCCCCCCCCC)=O